(2S)-2-Hydroxyhexan-3-one O[C@@H](C)C(CCC)=O